4-((5-methyl-1H-pyrazol-3-yl)amino)-6,7-dihydro-5H-pyrano[2,3-d]pyrimidine CC1=CC(=NN1)NC=1C2=C(N=CN1)OCCC2